FC(C(=O)O)=CC 2-fluoro-but-2-enoic acid